CC1=C(C=CC=C1C)N1C=2N(C3=CC=CC=C3C1=O)C(NN2)=S 4-(2,3-Dimethylphenyl)-1-thioxo-2,4-dihydro-[1,2,4]triazolo[4,3-a]quinazolin-5(1H)-one